C(C)(C)(C)OC(=O)N1C[C@H]([C@@H](CC1)N1N=C(C(=C1)NC=1C=NN2C1N=CC=C2)C2=C(C=CC(=C2)Cl)OC(F)F)O (3R,4R)-4-[3-[5-chloro-2-(difluoromethoxy)phenyl]-4-[pyrazolo[1,5-a]pyrimidin-3-ylamino]-1H-pyrazol-1-yl]-3-hydroxypiperidine-1-carboxylic acid tert-butyl ester